C(N)(OC[C@@H](N1CCN(CC1)C1=NC=C(C=C1C)CC1=CN=C2C(=NC(=NN21)NC(C)CCC)N)C(C)(C)C)=O (S)-(tert-butyl 2-(4-(5-((4-amino-2-(pent-2-ylamino) imidazo[2,1-f][1,2,4]triazin-7-yl) methyl)-3-methylpyridin-2-yl) piperazin-1-yl) ethyl) carbamate